C1(CC1)S(=O)(=O)N1C[C@H]([C@@H](CC1)NC1=NN2C(C=N1)=C(C=C2C=2N=CN(C2)CC(F)F)F)O (3R,4R)-1-(cyclopropylsulfonyl)-4-((7-(1-(2,2-difluoroethyl)-1H-imidazol-4-yl)-5-fluoropyrrolo[2,1-f][1,2,4]triazin-2-yl)amino)piperidin-3-ol